BrC1=CC=C(C=C1)C(C(=O)OCC)=[N+]=[N-] Ethyl 2-(4-bromophenyl)-2-diazoacetate